7-(3-(10-phenylanthracen-9-yl)phenyl)dibenzo[c,h]acridine C1(=CC=CC=C1)C1=C2C=CC=CC2=C(C2=CC=CC=C12)C=1C=C(C=CC1)C1=C2C=CC3=C(C2=NC=2C4=C(C=CC12)C=CC=C4)C=CC=C3